FC(C1C(NC2=CC=CC=C2N1CC1=CC=C(C=C1)OC)=O)F 3-(difluoromethyl)-4-(4-methoxybenzyl)-3,4-dihydroquinoxalin-2(1H)-one